2-(2,4-dichlorophenyl)-3-tert-butoxycarbonylaminomethyl-4-(1,2,4-triazol-1-yl)methyl-6-hydroxyquinoline ClC1=C(C=CC(=C1)Cl)C1=NC2=CC=C(C=C2C(=C1CNC(=O)OC(C)(C)C)CN1N=CN=C1)O